1-Octyl-3-propylpyrrolidinium triflat [O-]S(=O)(=O)C(F)(F)F.C(CCCCCCC)[NH+]1CC(CC1)CCC